C1(=CC=CC=C1)C1=CC2=C(N=C(S2)B(O)O)C=C1 (6-phenylbenzo[d]thiazol-2-yl)boronic acid